(1s,4s)-4-(3-Chloroanilino)-2'-(3-hydroxypropyl)-2',3'-dihydrospiro[cyclohexane-1,1'-isoindole]-4-carboxylic acid methyl ester COC(=O)C1(CCC2(N(CC3=CC=CC=C23)CCCO)CC1)NC1=CC(=CC=C1)Cl